O1C=NC=C1C1=CC=C(C=C1)NC(=O)C=1NC(=CC1)C1=C(C=CC=C1)C(=O)N1CCC1 N-(4-(oxazol-5-yl)phenyl)-5-(2-(azetidine-1-carbonyl)phenyl)-1H-pyrrole-2-carboxamide